[(7S)-3-(3,5-difluorophenyl)-2,7-dimethyl-5,7-dihydro-4H-pyrazolo[3,4-c]pyridin-6-yl]methanone FC=1C=C(C=C(C1)F)C=1N(N=C2[C@@H](N(CCC21)C=O)C)C